(1,1,1,3,3,4,4,5,5,5-decafluoro-2-trifluoromethylpentan-2-yl) (4-chlorophenyl) sulfide ClC1=CC=C(C=C1)SC(C(F)(F)F)(C(C(C(F)(F)F)(F)F)(F)F)C(F)(F)F